N-Methyl-2-(4,4,5,5-tetramethyl-1,3,2-dioxaborolan-2-yl)-5-(trifluoromethyl)benzenesulfonamide CNS(=O)(=O)C1=C(C=CC(=C1)C(F)(F)F)B1OC(C(O1)(C)C)(C)C